NCC=1C=C(C=CC1)C=1C=C(C2=C(C(=CO2)COC2=C(C=CC=C2)CC(=O)O)C1)C=1C=NC=CC1 2-(2-((5-(3-(aminomethyl)phenyl)-7-(pyridin-3-yl)benzofuran-3-yl)methoxy)phenyl)acetic acid